methyl 1-({5-[2-(methanesulfonyloxy)ethoxy]pyridin-2-yl}sulfonyl)cyclopropane-1-carboxylate CS(=O)(=O)OCCOC=1C=CC(=NC1)S(=O)(=O)C1(CC1)C(=O)OC